(4-Bromophenyl)triphenylsilane BrC1=CC=C(C=C1)[Si](C1=CC=CC=C1)(C1=CC=CC=C1)C1=CC=CC=C1